tert-butyl ((R)-4-morpholino-1,4-dioxo-1-(((R)-1-((3aS,4S,6S,7aR)-3a,5,5-trimethylhexahydro-4,6-methanobenzo[d][1,3,2]dioxaborol-2-yl)butyl) amino)butan-2-yl)carbamate O1CCN(CC1)C(C[C@H](C(N[C@@H](CCC)B1O[C@@]2([C@H](O1)C[C@H]1C([C@@H]2C1)(C)C)C)=O)NC(OC(C)(C)C)=O)=O